4-(6-Benzoylamino-3-benzyloxy-4-cyano-pyridin-2-yl)-4-oxo-butyric acid ethyl ester C(C)OC(CCC(=O)C1=NC(=CC(=C1OCC1=CC=CC=C1)C#N)NC(C1=CC=CC=C1)=O)=O